(R)-(6-(benzyloxy)-2,5,7,8-tetramethylchroman-2-yl)methanol C(C1=CC=CC=C1)OC=1C(=C2CC[C@](OC2=C(C1C)C)(C)CO)C